(R)-N-(4-((3-methoxy-pyrrolidin-1-yl)methyl)-pyridin-2-yl)-5-(pyridin-4-yl)thiazolo[5,4-b]-pyridin-2-amine CO[C@H]1CN(CC1)CC1=CC(=NC=C1)NC=1SC2=NC(=CC=C2N1)C1=CC=NC=C1